(5S,8R,9S,10S,13S,14S,17S)-10,13-dimethyl-3-oxohexadecahydro-1H-cyclopenta[a]phenanthren-17-yl acetate C(C)(=O)O[C@H]1CC[C@H]2[C@@H]3CC[C@H]4CC(CC[C@@]4([C@H]3CC[C@]12C)C)=O